2-((3-((3-chloro-4-methoxyphenyl)difluoromethyl)-1,2,4-oxadiazol-5-yl)methyl)acrylic acid ClC=1C=C(C=CC1OC)C(C1=NOC(=N1)CC(C(=O)O)=C)(F)F